SC=1NC(C=C(C1C#N)C1=CC=CC=C1)=O 2-Mercapto-6-oxo-4-phenyl-1,6-dihydro-pyridine-3-carbonitrile